C(C)(C)(C)OC(=O)N[C@H](C(=O)C1=C(C=2N=NC=C(C2S1)N(C(OC(C)(C)C)=O)CC=1SC=CC1)C)C tert-butyl N-{6-[(2S)-2-[(tert-butoxycarbonyl)amino]propanoyl]-7-methylthieno[3,2-c]pyridazin-4-yl}-N-(thiophen-2-ylmethyl)carbamate